C(=C)C(CC)S(=O)(=O)[N+]1=CC=CC=C1 alpha-vinyl-N-propanesulfonyl-pyridinium